[4-[[3-Carbamoyl-6-(methylamino)-5-(3-methylimidazo[4,5-c]pyridin-7-yl)pyrazin-2-yl]amino]phenyl] methanesulfonate CS(=O)(=O)OC1=CC=C(C=C1)NC1=NC(=C(N=C1C(N)=O)C=1C2=C(C=NC1)N(C=N2)C)NC